3-(4-fluoro-4-formylpiperidin-1-yl)-propionic acid methyl ester COC(CCN1CCC(CC1)(C=O)F)=O